C1(=CC=CC=C1)N(C1=CC=C(C=C1)C1=CC=C(S1)C(C(C)=C)C(C#N)C#N)C1=CC=CC=C1 2-((5-(4-(diphenylamino)phenyl)thiophen-2-yl)methallyl)malononitrile